[1,3]dioxol-4-methanol O1COC(=C1)CO